ClC1=CC=C(C=C1)[C@H](CO)N1[C@]2(CCN(C2)C2=NC=C(C#N)C=C2)C(N(CC1=O)C(C)C)=O 6-((S)-6-((R)-1-(4-chlorophenyl)-2-hydroxyethyl)-9-isopropyl-7,10-dioxo-2,6,9-triazaspiro[4.5]decan-2-yl)nicotinonitrile